C(=O)(OC(C)(C)C)N[C@@H](CC1=CC(=CC=C1)F)C(=O)O Boc-3-fluoro-L-phenylalanine